ClC=1C=C2C(=C3C1NC(NC31CCCCC1)=O)OC(=N2)CNCC2=NC=CC=N2 5-chloro-2-{[(pyrimidin-2-ylmethyl)amino]methyl}-7,8-dihydro-6H-spiro[[1,3]oxazolo[5,4-f]quinazoline-9,1'-cyclohexane]-7-one